C1(=CC=CC=C1)C1=CN=C(C=2N1C=CN2)NC2=CC=C(C=C2)N2CCNCC2 5-phenyl-N-(4-(piperazin-1-yl)phenyl)imidazo[1,2-a]pyrazin-8-amine